2-(3-(2-(((R)-((R)-8-cyano-1,2,3,4-tetrahydroquinoxalin-2-yl)(phenyl)methyl)amino)ethyl)-4-methylphenyl)acetic acid C(#N)C=1C=CC=C2NC[C@@H](NC12)[C@@H](C1=CC=CC=C1)NCCC=1C=C(C=CC1C)CC(=O)O